1-[(2-ethylphenyl)carbamothioyl]-3-[[4-[1-[4-(trifluoromethoxy)phenyl]-1H-1,2,4-triazol-3-yl]phenyl]methyl]urea C(C)C1=C(C=CC=C1)NC(=S)NC(=O)NCC1=CC=C(C=C1)C1=NN(C=N1)C1=CC=C(C=C1)OC(F)(F)F